FC=1C=C(CC=2C=NN(C2)C(=O)N[C@@H]2C(N(C3=C(OC2)C=CC(=C3)OCCC3(CCN(CC3)C(=O)OC(C)(C)C)O)C)=O)C=CC1 tert-butyl (S)-4-(2-((3-(4-(3-fluorobenzyl)-1H-pyrazole-1-carboxamido)-5-methyl-4-oxo-2,3,4,5-tetrahydrobenzo[b][1,4]oxazepin-7-yl)oxy)ethyl)-4-hydroxypiperidine-1-carboxylate